methyl (5R)-5-[(1R,3aS,3bR,5aS,7S,9aS,9bS,11aR)-7-hydroxy-9a,11a-dimethylhexadecahydro-1H-cyclopenta[1,2-a]phenanthren-1-yl]hexanoate O[C@H]1CC[C@@]2([C@H]3CC[C@]4([C@H]([C@@H]3CC[C@H]2C1)CC[C@@H]4[C@@H](CCCC(=O)OC)C)C)C